1,2-diphenyl-2,2-dimethoxy-1-ethanone C1(=CC=CC=C1)C(C(OC)(OC)C1=CC=CC=C1)=O